5-Bis-ethylhexyloxyphenol C(C)C(CCCCC)(OC=1C=CC=C(C1)O)CC